C(=C)C1=CC=C(CCl)C=C1 4-Vinylbenzylchlorid